tert-butyl (3R)-3-[(5-ethoxycarbonyl-2-pyridyl)methylcarbamoyl]morpholine-4-carboxylate C(C)OC(=O)C=1C=CC(=NC1)CNC(=O)[C@@H]1N(CCOC1)C(=O)OC(C)(C)C